4,4',4''-(triazine-2,4,6-triyl-tris(benzene-4,1-diyl))tribenzoic acid N1N(N=C(C=C1C1=CC=C(C=C1)C1=CC=C(C(=O)O)C=C1)C1=CC=C(C=C1)C1=CC=C(C(=O)O)C=C1)C1=CC=C(C=C1)C1=CC=C(C(=O)O)C=C1